6-(difluoromethoxy)-5-fluoro-N-(pyrazolo[1,5-b]pyridazin-3-ylmethyl)nicotinamide FC(OC1=NC=C(C(=O)NCC=2C=NN3N=CC=CC32)C=C1F)F